C(C=C)(=O)OCC(C)CS(=O)(=O)C 2-(methylsulfonylmethyl)-propyl acrylate